5-methyl-7-nitro-6-oxo-5,6-dihydro-1,5-naphthyridine-2-carbonitrile CN1C=2C=CC(=NC2C=C(C1=O)[N+](=O)[O-])C#N